(6R)-6-[(2R,4S)-4-[(4-methanesulfonylphenoxy)methyl]-2-methylpyrrolidin-1-yl]-5,6,7,8-tetrahydronaphthalene-1-carbonitrile CS(=O)(=O)C1=CC=C(OC[C@H]2C[C@H](N(C2)[C@H]2CC=3C=CC=C(C3CC2)C#N)C)C=C1